1-(3-(benzofuran-5-yl)-6-(3-methoxypropyl)pyrazin-2-yl)piperidine-4-carboxylic acid O1C=CC2=C1C=CC(=C2)C=2C(=NC(=CN2)CCCOC)N2CCC(CC2)C(=O)O